1,3,5,7-Tetra(methyl(tert-butyl)amino)-2,6-di-aza-s-indacene CN(C1=NC(=C2C=C3C(=NC(=C3C=C12)N(C(C)(C)C)C)N(C(C)(C)C)C)N(C(C)(C)C)C)C(C)(C)C